OC[C@H](C1=CC=CC=C1)NC1=NC(=NC=C1C=1OC=NN1)NC1=CC=C2C(C=CN(C2=C1)C)=O (S)-7-(4-(2-hydroxy-1-phenylethylamino)-5-(1,3,4-oxadiazol-2-yl)pyrimidin-2-ylamino)-1-methylquinolin-4(1H)-one